The molecule is a 17-oxo steroid that is estrone substituted by an alpha-hydroxy group at position 15. It has a role as a human xenobiotic metabolite and a fungal xenobiotic metabolite. It is a 15alpha-hydroxy steroid, a 17-oxo steroid, a 3-hydroxy steroid and a member of phenols. It derives from an estrone. It derives from a hydride of an estrane. C[C@]12CC[C@H]3[C@H]([C@@H]1[C@H](CC2=O)O)CCC4=C3C=CC(=C4)O